N1C=NC2=C1C=CC(=C2)CNC2=C(C(=CC=C2)F)C2=CC=C(C=C2)F N-(1H-1,3-Benzodiazole-5-ylmethyl)-3-fluoro-2-(4-fluorophenyl)aniline